1-(4-((2R,3R)-1-(2-(Difluoromethyl)-3-methyl-6-(4-methyl-1-oxa-8-azaspiro[4.5]dec-3-en-8-yl)pyridin-4-yl)-2-methylazetidin-3-yl)piperazin-1-yl)prop-2-en-1-one FC(C1=NC(=CC(=C1C)N1[C@@H]([C@@H](C1)N1CCN(CC1)C(C=C)=O)C)N1CCC2(C(=CCO2)C)CC1)F